CC=1C(=C(C(=O)O)C=CC1C(=O)O)CCCC1=NC2=C(N1)C=CC(=C2)[N+](=O)[O-].FC=2C=CC(=C1C=C(NC(C21)=O)CCC(=O)N2CC(C2)NC(=O)C2CC2)C N-(1-(3-(8-fluoro-5-methyl-1-oxo-1,2-dihydroisoquinolin-3-yl)propanoyl)azetidin-3-yl)cyclopropanecarboxamide methyl-(3-(5-nitro-1H-benzimidazol-2-yl)propyl)terephthalate